C1(=CC=CC=C1)P(C1(C(=C2C(OCO2)=CC1)C1=CC=CC=2OCOC21)P(C2=CC=CC=C2)C2=CC=CC=C2)C2=CC=CC=C2 (S)-5,5-bis(diphenylphosphino)-4,4'-bi-1,3-benzodioxole